(4-(5-(isothiazol-4-yl)benzo[d]oxazol-2-yl)pyridin-2-yl)methanone S1N=CC(=C1)C=1C=CC2=C(N=C(O2)C2=CC(=NC=C2)C=O)C1